3,7-bis((1H-indazol-4-yl)methyl)-5-methyl-3,5-dihydro-4H-pyridazino[4,5-b]indol-4-one N1N=CC2=C(C=CC=C12)CN1N=CC2=C(N(C=3C=C(C=CC23)CC2=C3C=NNC3=CC=C2)C)C1=O